1,3-bis(4-piperidinyl)propane N1CCC(CC1)CCCC1CCNCC1